(4S)-4-methyl-3-{2-[(1,2-thiazol-5-yl)amino]quinazolin-7-yl}-1,3-oxazolidin-2-one C[C@@H]1N(C(OC1)=O)C1=CC=C2C=NC(=NC2=C1)NC1=CC=NS1